3-amino-N-((3-(4-bromophenyl)-4-(hydroxymethyl)-1-propylazetidin-2-yl)methyl)thieno[2,3-b]pyridine-2-carboxamide NC1=C(SC2=NC=CC=C21)C(=O)NCC2N(C(C2C2=CC=C(C=C2)Br)CO)CCC